FC=1C=C2C3(CCN(C2=CC1)S(=O)(=O)C1=CC=C(C=C1)C(F)(F)F)C(CCCC3)C(F)(F)F 6'-fluoro-2-(trifluoromethyl)-1'-((4-(trifluoromethyl)phenyl)sulfonyl)-2',3'-dihydro-1'H-spiro[cyclohexane-1,4'-quinoline]